N-(2-(7-fluoro-1H-indol-3-yl)ethyl)-N-methylpropan-2-en-1-amine FC=1C=CC=C2C(=CNC12)CCN(CC=C)C